4-{4-[(Isoquinolin-5-yl)methoxy]-3-methoxyphenyl}-2H,4H,5H,6H,7H-pyrazolo[3,4-b]pyridin-6-one C1=NC=CC2=C(C=CC=C12)COC1=C(C=C(C=C1)C1C=2C(NC(C1)=O)=NNC2)OC